2-cyclopropylacetic acid C1(CC1)CC(=O)O